(4S,5S)-2-allyl-4-(3,4-difluorophenyl)-5-nitropiperidine-1-carboxylic acid tert-butyl ester C(C)(C)(C)OC(=O)N1C(C[C@H]([C@@H](C1)[N+](=O)[O-])C1=CC(=C(C=C1)F)F)CC=C